3-(2-methoxyphenoxy-2-hydroxypropyl)-4-[(2,6-dimethylphenyl)aminocarbonylmethyl]piperazine COC1=C(OCC(CC2CNCCN2CC(=O)NC2=C(C=CC=C2C)C)O)C=CC=C1